OC1=C(C=CC(=C1)C(F)(F)F)C1=C2C(=C(N=N1)N[C@H]1[C@@H]([C@H](CCC1)O)O)C=NC=C2 (1S,2S,3R)-3-((1-(2-hydroxy-4-(trifluoromethyl)phenyl)pyrido[3,4-d]pyridazin-4-yl)amino)cyclohexane-1,2-diol